5-((isoxazol-3-yloxy)methyl)-2-oxabicyclo[3.1.1]heptan O1N=C(C=C1)OCC12CCOC(C1)C2